1-[5-(4-benzyloxy-2-ethyl-5-methyl-pyrazol-3-yl)-2-[(4-methoxyphenyl)methyl]-1,2,4-triazol-3-yl]-6-methyl-imidazo[1,5-a]pyrazine-3-carboxamide C(C1=CC=CC=C1)OC1=C(N(N=C1C)CC)C=1N=C(N(N1)CC1=CC=C(C=C1)OC)C=1N=C(N2C1C=NC(=C2)C)C(=O)N